C1(CCCC1)N1C2=C(N(C(C(C1)(F)F)=O)C)C=NC(=N2)NC2=C(C=C(C(=O)OC)C=C2)C(F)(F)F methyl 4-((9-cyclopentyl-7,7-difluoro-5-methyl-6-oxo-6,7,8,9-tetrahydro-5H-pyrimido[4,5-b][1,4]diazepin-2-yl)amino)-3-(trifluoromethyl)benzoate